BrC1=C(C=C(C(=C1)[N+](=O)[O-])OC)N1CCC(CC1)N1CCN(CC1)C 1-[1-(2-bromo-5-methoxy-4-nitrophenyl)piperidin-4-yl]-4-methylpiperazine